4-(2-Azabicyclo[2.1.1]hexan-4-ylmethyl)morpholine C12NCC(C1)(C2)CN2CCOCC2